[1,1'-biphenyl]-4-yl-4-(3-chlorophenyl)-6-phenyl-1,3,5-triazine C1(=CC=C(C=C1)C1=NC(=NC(=N1)C1=CC(=CC=C1)Cl)C1=CC=CC=C1)C1=CC=CC=C1